4-[N-{(3-(dimethylhydroxysilyl)propyl)}carbamoyl]phenyldiphenylsulfonium triflate [O-]S(=O)(=O)C(F)(F)F.C[Si](CCCNC(=O)C1=CC=C(C=C1)[S+](C1=CC=CC=C1)C1=CC=CC=C1)(O)C